(S,E)-Methyl-6-(1H-indol-2-carboxamido)-7-(1-(2-(2-adamantylamino)-2-oxoethyl)-2-oxo-1,2-dihydropyridin-3-ylamino)-7-oxohept-2-enoat COC(\C=C\CC[C@@H](C(=O)NC=1C(N(C=CC1)CC(=O)NC1C2CC3CC(CC1C3)C2)=O)NC(=O)C=2NC3=CC=CC=C3C2)=O